1-methyl-5-(4-methylpiperazin-1-yl)pentyl-dimethylamine CC(CCCCN1CCN(CC1)C)N(C)C